3-(2-chloro-4-fluoro-phenoxy)-N-(4-pyridyl)-6-(trifluoromethyl)pyridazine-4-carboxamide ClC1=C(OC=2N=NC(=CC2C(=O)NC2=CC=NC=C2)C(F)(F)F)C=CC(=C1)F